NCCOCCOCCNC(CNC1=CC(=C(C(=O)NC=2SC(=CN2)C)C=C1)C)=O 4-((2-((2-(2-(2-aminoethoxy)ethoxy)ethyl)amino)-2-oxoethyl)amino)-2-methyl-N-(5-methylthiazol-2-yl)benzamide